COC=1C=C(C=CC1OC)[C@@H]1[C@@H](CCC=C1)C=O (1R,2S)-2-(3,4-dimethoxyphenyl)cyclohex-3-eneformaldehyde